ClC=1C=C2CCN(CC2=C(C1)[C@H]1N(CCC1)C(=O)[O-])C(=O)N1C[C@@H](CC1)OC (S)-2-(6-chloro-2-((R)-3-methoxypyrrolidine-1-carbonyl)-1,2,3,4-tetrahydroisoquinoline-8-yl)pyrrolidine-1-carboxylate